(2-Oxo-1,2-dihydropyrrolo[4,3,2-ij]isoquinolin-6-yl)amino-1H-pyrazol-1-carboxylate O=C1NC2=NC=C(C3=CC=CC1=C23)NC2=NN(C=C2)C(=O)[O-]